benzyl (3-fluoro-4-(1-(6-(((4-nitrophenoxy)carbonyl)oxy)spiro[3.3]heptan-2-yl)piperidin-4-yl)phenyl)carbamate FC=1C=C(C=CC1C1CCN(CC1)C1CC2(C1)CC(C2)OC(=O)OC2=CC=C(C=C2)[N+](=O)[O-])NC(OCC2=CC=CC=C2)=O